NC1=C(C=NN1CC1(CC1)F)C(=O)N1C[C@@]2(CCC1)C1=C(NC(O2)=O)C=CC(=C1F)Cl (R)-1'-(5-Amino-1-((1-fluorocyclopropyl)methyl)-1H-pyrazole-4-carbonyl)-6-chloro-5-fluorospiro[benzo[d][1,3]oxazine-4,3'-piperidin]-2(1H)-one